tert-butyl 7-[4-[2-(2,6-dioxo-3-piperidyl)-1-oxo-isoindolin-5-yl] piperazin-1-yl]heptanoate O=C1NC(CCC1N1C(C2=CC=C(C=C2C1)N1CCN(CC1)CCCCCCC(=O)OC(C)(C)C)=O)=O